1-(3-chloro-4-(cyclopropylmethoxy)benzyl)piperidin-4-amine hydrochloride Cl.ClC=1C=C(CN2CCC(CC2)N)C=CC1OCC1CC1